9-(4-((1-(3-fluoropropyl)azetidin-3-yl)methyl)phenyl)-8-(2-methoxy-3-methylphenyl)-6,7-dihydro-5H-benzo[7]annulene-3-carboxylic acid, hydrochloride Cl.FCCCN1CC(C1)CC1=CC=C(C=C1)C1=C(CCCC2=C1C=CC(=C2)C(=O)O)C2=C(C(=CC=C2)C)OC